4-(3-hydroxyphenyl)-2-methyl-1,4-dihydropyrimido[1,2-a]benzimidazole-3-carboxylic acid ethyl ester C(C)OC(=O)C1=C(NC2=NC3=C(N2C1C1=CC(=CC=C1)O)C=CC=C3)C